CS(=O)(=O)OCC12CN(C(C1)C2)C(=O)OC(C)(C)C tert-Butyl 4-(Methylsulfonyloxymethyl)-2-azabicyclo[2.1.1]hexane-2-carboxylate